[8-chloro-7-(4-chlorophenyl)-3-[[(2,2-dimethylpropanoyl)oxy]methyl]-2,6-dioxopurin-1-yl]methyl 2,2-dimethylpropanoate CC(C(=O)OCN1C(N(C=2N=C(N(C2C1=O)C1=CC=C(C=C1)Cl)Cl)COC(C(C)(C)C)=O)=O)(C)C